C(C=C)(=O)N1CC(C1)OC=1C=C2C(=NC=NC2=CC1OC)NC=1C=C(C=CC1OC)C=1C=2C(N=CC1)=C(SN2)NC(=O)C2CC2 N-(7-(3-((6-((1-acryloylazetidin-3-yl)oxy)-7-methoxyquinazolin-4-yl)amino)-4-methoxyphenyl)isothiazolo[4,3-b]pyridin-3-yl)cyclopropancarboxamide